NCC(CN1CCC2=CC(=CC=C12)C(=O)N1CCOCC1)=CF (1-(2-(aminomethyl)-3-fluoroallyl)indolin-5-yl)(morpholino)methanone